2-(aminomethyl)-6-(trifluoromethyl)phenol NCC1=C(C(=CC=C1)C(F)(F)F)O